BrC1=CC=CC(=N1)OCC1=C(C=C(C=C1)C(F)(F)F)CCCO[Si](C)(C)C(C)(C)C 3-[2-[(6-bromo-2-pyridinyl)oxymethyl]-5-(trifluoromethyl)phenyl]propoxy-tert-butyl-dimethyl-monosilane